methyl-cyclopropanecarboxamide CC1(CC1)C(=O)N